NC=1C=C(OC2=CC=C(C(=O)C3=CC=CC=C3)C=C2)C=CC1 4-(3-aminophenoxy)benzophenone